ClC1=C(C=CC(=C1)C#N)C=1C=CC(=C2C=CC=NC12)C[C@@H](C(=O)O)NC(C1=C(C=C(C=C1F)N1C[C@@H](OCC1)C)F)=O (S)-3-(8-(2-chloro-4-cyanophenyl)quinolin-5-yl)-2-(2,6-difluoro-4-((S)-2-methylmorpholino)benzoylamino)propionic acid